[3-fluoro-4-(trifluoromethoxy)phenyl]-[4-[5-(2-methoxyethylamino)isoxazol-3-yl]-1-piperidyl]methanone FC=1C=C(C=CC1OC(F)(F)F)C(=O)N1CCC(CC1)C1=NOC(=C1)NCCOC